C(CCCCCCCCC)OC(=O)C=1C(=CC(=CC1)C(=O)OCCCCCCCCCC)C(=O)OCCCCCCCCCC 1,2,4-benzenetricarboxylic acid tris(decyl) ester